3-(6-chloro-5-((S)-3-methylmorpholino)pyridazin-3-yl)-8-oxa-3-azabicyclo[3.2.1]octane ClC1=C(C=C(N=N1)N1CC2CCC(C1)O2)N2[C@H](COCC2)C